ClC=1C=C(CCl)C=CC1Cl 3,4-dichlorobenzylchloride